N-[3-chloro-4-[7-[(1R)-2-[ethyl-[2-(isopentylamino)-2-oxo-ethyl]amino]-1-methyl-2-oxo-ethoxy]-2-oxo-chromen-4-yl]phenyl]tetradecanamide ClC=1C=C(C=CC1C1=CC(OC2=CC(=CC=C12)O[C@@H](C(=O)N(CC(=O)NCCC(C)C)CC)C)=O)NC(CCCCCCCCCCCCC)=O